(5aR,5bS,7aS,8S,10aS,10bR,12aR)-2-(4-hydroxyphenyl)-5a,7a-dimethyl-5,5a,5b,6,7,7a,8,9,10,10a,10b,11,12,12a-tetradecahydro-4H-cyclopenta[7,8]phenanthro[2,1-d]thiazol-8-ol OC1=CC=C(C=C1)C=1SC2=C(N1)CC[C@@]1([C@H]3CC[C@]4([C@H]([C@@H]3CC[C@H]12)CC[C@@H]4O)C)C